C(#N)C(CNC=1C(=CC=C2C=CC(=CC12)C1=CC=CC(=N1)C(=O)N[C@H]1[C@@H](CN(CC1)C)OC)OC)=C 6-{8-[(2-cyano-2-methylideneethyl)amino]-7-methoxynaphthalen-2-yl}-N-[(3R,4R)-3-methoxy-1-methylpiperidin-4-yl]pyridine-2-carboxamide